7-(3-amino-8-fluoroisoquinolin-1-yl)-N-(azetidin-3-ylmethyl)-8-fluoro-2-(((2R,7aS)-2-fluorotetrahydro-1H-pyrrolizin-7a(5H)-yl)methoxy)-N-methylpyrido[4,3-d]pyrimidin-4-amine NC=1N=C(C2=C(C=CC=C2C1)F)C1=C(C=2N=C(N=C(C2C=N1)N(C)CC1CNC1)OC[C@]12CCCN2C[C@@H](C1)F)F